2,6-dinitro-N,N-dipropyl-4-trifluoromethylaniline [N+](=O)([O-])C1=C(N(CCC)CCC)C(=CC(=C1)C(F)(F)F)[N+](=O)[O-]